C(C)(C)(C)C1=NC2=CC(=CC=C2C(=C1C(=O)OCC)CCC(=O)OCC)Cl ethyl 2-(tert-butyl)-7-chloro-4-(3-ethoxy-3-oxopropyl)quinoline-3-carboxylate